C1(=CC=CC=C1)C=1C=CSC1 4-Phenyl-thiophen